N-[[(2S)-2-(3-cyanophenyl)oxetan-2-yl]methyl]-2-fluoro-2-norbornan-2-yl-acetamide C(#N)C=1C=C(C=CC1)[C@]1(OCC1)CNC(C(C1C2CCC(C1)C2)F)=O